C(C)(C)(C)N1CCC(CC1)N1N=NC(=C1)[C@H](C=1C=NC(=CC1)F)NC=1C=C2C(=C(C=NC2=C(C1)Cl)C#N)NC1=CC(=C(C=C1)F)Cl (S)-6-(((1-(1-(tert-butyl)piperidin-4-yl)-1H-1,2,3-triazol-4-yl)(6-fluoropyridin-3-yl)methyl)amino)-8-chloro-4-((3-chloro-4-fluorophenyl)amino)quinoline-3-carbonitrile